1-((1R,2R)-2-Fluorocyclopropyl)-2-oxo-1,2-dihydropyridin F[C@H]1[C@@H](C1)N1C(C=CC=C1)=O